3-(1'-((3-azaspiro[5.5]undecan-9-yl)methyl)-6-oxo-6,8-dihydro-2H,7H-spiro[furo[2,3-e]isoindole-3,4'-piperidin]-7-yl)piperidine-2,6-dione Cesium acetate C(C)(=O)[O-].[Cs+].C1CNCCC12CCC(CC2)CN2CCC1(CC2)COC2=C3CN(C(C3=CC=C21)=O)C2C(NC(CC2)=O)=O